COC=1C=C2C=C(NC(C2=C(C1)OC)=O)C1=CC(=C(OCCN2C(C3=CC=CC=C3C2=O)=O)C(=C1)C)C 2-{2-[4-(6,8-dimethoxy-1-oxo-1,2-dihydro-isoquinolin-3-yl)-2,6-dimethyl-phenoxy]-ethyl}-isoindole-1,3-dione